3-methyl-1-(3,5,6-trimethylpyrazin-2-yl)-1H-pyrrol-5-ol CC1=CN(C(=C1)O)C1=NC(=C(N=C1C)C)C